FC1=C(C=CC(=C1)C(C(F)(F)F)(F)F)C(C)N 1-[2-Fluoro-4-(1,1,2,2,2-pentafluoroethyl)phenyl]ethanamine